silver-cobalt-nickel [Ni].[Co].[Ag]